C12(CC3CC(CC(C1)C3)C2)NCCCCCC(=O)NCC2=CC=CC=3N(C(N(C32)C)=O)C3C(NC(CC3)=O)=O 6-((adamantan-1-yl)amino)-N-((1-(2,6-dioxopiperidin-3-yl)-3-methyl-2-oxo-2,3-dihydro-1H-benzo[d]imidazol-4-yl)methyl)hexanamide